C(=C=C)OC1=NC=CC2=CC(=CC=C12)C(=O)N (propadienyloxy)isoquinoline-6-carboxamide